NC=1C2=C(N=CN1)N(C(=C2C2=CC=C(C=C2)Cl)C#N)CC=2N=NN(C2)C2=C(C=CC=C2)F 4-amino-5-(4-chlorophenyl)-7-{[1-(2-fluorophenyl)-1H-1,2,3-triazol-4-yl]methyl}-7H-pyrrolo[2,3-d]pyrimidine-6-carbonitrile